2-chloro-1-(4-methoxy-1H-pyrrolo[3,2-c]pyridin-3-yl)ethan-1-one ClCC(=O)C1=CNC2=C1C(=NC=C2)OC